7-methoxy-4-oxo-7-(pyridin-2-yl)spiro[2.5]oct-5-ene-5-carbonitrile COC1(C=C(C(C2(CC2)C1)=O)C#N)C1=NC=CC=C1